5-Amino-1-isopropyl-3-[2-[2-oxo-2-[[5-(2,2,2-trifluoro-1,1-dimethyl-ethyl)isoxazol-3-yl]amino]ethyl]pyrimidin-5-yl]pyrazole-4-carboxamide NC1=C(C(=NN1C(C)C)C=1C=NC(=NC1)CC(NC1=NOC(=C1)C(C(F)(F)F)(C)C)=O)C(=O)N